2-(5-(2-Hydroxyethoxy)-pyrimidin-2-yl)-6-(3-methoxy-2-methylphenyl)-5,6,7,8-tetrahydrophthalazin-1(2H)-one OCCOC=1C=NC(=NC1)N1C(C=2CCC(CC2C=N1)C1=C(C(=CC=C1)OC)C)=O